3-(3,3-difluoropyrrolidin-1-yl)-2,2-dimethylcyclobutan-1-amine FC1(CN(CC1)C1C(C(C1)N)(C)C)F